C(C)C1(CC1)C(=O)NCCCN(CCCCCCCC(=O)OCCC(CCCC)CCCC)CCCCCCCC(=O)OC(CCCCCCCC)CCCCCCCC 3-butylheptyl 8-((3-(1-ethylcyclopropane-1-carboxamido)propyl)(8-(heptadecan-9-yloxy)-8-oxooctyl)amino)octanoate